S(C1=C(C(=CC=C1C)C(C)(C)C)O)C1=C(C(=CC=C1C)C(C)(C)C)O thio-bis(3-methyl-6-tert-butylphenol)